(S,E)-methyl 7-(1-(2-((1R,2S,4S)-bicyclo[2.2.1]heptan-2-ylamino)-2-oxoethyl)-2-oxo-1,2-dihydropyridin-3-ylamino)-6-(1-methyl-1H-imidazole-5-carboxamido)-7-oxohept-2-enoate [C@@H]12[C@H](C[C@@H](CC1)C2)NC(CN2C(C(=CC=C2)NC([C@H](CC/C=C/C(=O)OC)NC(=O)C2=CN=CN2C)=O)=O)=O